O=C1NC2=CN=CC=C2C(=C1C(=O)OC)C(F)(F)F methyl 2-oxo-4-(trifluoromethyl)-1,2-dihydro-1,7-naphthyridine-3-carboxylate